cyclohexanecarboxylic acid sec-butyl ester C(C)(CC)OC(=O)C1CCCCC1